CC1=NC(=CC(=C1)C=1NC2=CC=C(C=C2C1C(C)C)B1OC(C(O1)(C)C)(C)C)C 2-(2,6-dimethylpyridin-4-yl)-3-isopropyl-5-(4,4,5,5-tetramethyl-1,3,2-dioxaborolan-2-yl)-1H-indole